ClC=1N=C(C2=C(N1)C=NC(=C2)C)Cl 2,4-dichloro-6-methylpyrido[3,4-d]pyrimidine